CS(=O)(=O)C1(CC1)C1=NC=NO1 5-(1-methanesulfonylcyclopropyl)-1,2,4-oxadiazol